C(N)(=O)[C@H]1N2C(N([C@H](C=C1C)C2)O[C@H](C(=O)OC(C(C)C)C(C)C)F)=O 2,4-dimethylpentan-3-yl (2S)-{[(2S,5R)-2-carbamoyl-3-methyl-7-oxo-1,6-diazabicyclo[3.2.1]oct-3-en-6-yl]oxy}(fluoro)ethanoate